C(C)(=O)O[C@H](C[C@H](C(C)C)N(C([C@H]([C@H](CC)C)NC(=O)[C@@]1(N(CCC1)C)C)=O)CCCCCC)C=1SC=C(N1)C(=O)O 2-[(1R,3R)-1-(Acetyloxy)-3-[(2S,3S)-2-{[(2R)-1,2-dimethylpyrrolidin-2-yl]formamido}-N-hexyl-3-methylpentanamido]-4-methylpentyl]-1,3-thiazole-4-carboxylic acid